(S)-5,5,6,6,6-pentafluoronorleucine Tert-butyl-N-[4-[4-[1-(2,6-dioxo-3-piperidyl)-3-methyl-2-oxo-benzimidazol-5-yl]butoxy]butyl]-N-methyl-carbamate C(C)(C)(C)CN(C(O)=O)CCCCOCCCCC1=CC2=C(N(C(N2C)=O)C2C(NC(CC2)=O)=O)C=C1.FC(CC[C@H](N)C(=O)O)(C(F)(F)F)F